C[C@@H]1CN(CCN1C1=C(C=NN1C1COC1)C)C(=O)[O-] (R)-3-methyl-4-(4-methyl-1-(oxetan-3-yl)-1H-pyrazol-5-yl)piperazine-1-carboxylate